C(C)C=1C=NC=C(C1)C#CC1=C(C=CC=C1)NS(=O)(=O)C=1C(=CC=C2C=CC=NC12)C 3-Ethyl-5-[2-(7-methyl-chinolin-8-sulfonylamino)-phenylethynyl]-pyridin